ClC1=C(C(=CC=C1Cl)O)C(C1=CC=NC=C1)NC(=O)C1N(CCC1)C(=O)[O-] 2-[[(2,3-dichloro-6-hydroxyphenyl)(pyridin-4-yl)methyl]carbamoyl]pyrrolidine-1-carboxylate